isopropyl 2-((4-((2-(bis(methyl-d3)amino) ethyl)(methyl-d3)amino)-2-methoxy-5-nitrophenyl)amino)-4-(3,3,5-trimethyl-2,3-dihydro-1H-pyrrolo[3,2-b]pyridin-1-yl)pyrimidine-5-carboxylate C([2H])([2H])([2H])N(CCN(C1=CC(=C(C=C1[N+](=O)[O-])NC1=NC=C(C(=N1)N1CC(C2=NC(=CC=C21)C)(C)C)C(=O)OC(C)C)OC)C([2H])([2H])[2H])C([2H])([2H])[2H]